N1C(=C(C=C1C=O)C=O)C=O 1H-PYRROLE-2,3,5-TRICARBOXALDEHYDE